C(C1=CC=CC=C1)OC(=O)N1CC2(CC2)C[C@H]1C1=NC(=C2N1C=CN=C2N)C2=C(C=C(C=C2)C(NC2=NC=CC(=C2)Br)=O)F (S)-6-(8-amino-1-(4-((4-bromopyridin-2-yl)carbamoyl)-2-fluorophenyl)imidazo[1,5-a]pyrazin-3-yl)-5-azaspiro[2.4]heptane-5-carboxylic acid benzyl ester